8-(2,3,4,5-tetramethylcyclopenta-1,3-dien-1-yl)quinoline CC1=C(C(C(=C1C)C)C)C=1C=CC=C2C=CC=NC12